(1aS,5aS)-2-(4-Chloro-pyridin-2-yl)-1a,2,5,5a-tetrahydro-1H-2,3-diaza-cyclopropa[a]pentalene-4-carboxylic acid ((R)-2-fluoro-1-hydroxymethyl-2-methylpropyl)-amide FC([C@@H](CO)NC(=O)C=1C=2C[C@H]3[C@@H](C2N(N1)C1=NC=CC(=C1)Cl)C3)(C)C